NCC=1OCC1 (aminomethyl)oxetine